C(C)(C)(C)OC(C(CC)N1C(C=C(C(=C1)OC)Br)=O)=O 2-(4-bromo-5-methoxy-2-oxopyridin-1(2H)-yl)butanoic acid tert-butyl ester